((1R,5S,6s)-6-((4-(2-aminopropan-2-yl)-6-(4-(trifluoromethyl)piperidin-1-yl)pyridin-2-yl)oxy)-3-azabicyclo[3.1.0]hexan-3-yl)(3-methyl-1-(pyrimidin-2-yl)-1H-pyrazol-4-yl)methanone NC(C)(C)C1=CC(=NC(=C1)N1CCC(CC1)C(F)(F)F)OC1[C@@H]2CN(C[C@H]12)C(=O)C=1C(=NN(C1)C1=NC=CC=N1)C